N-((3S,4R)-4-fluoro-1-methylpyrrolidin-3-yl)-4-methoxy-5-(quinolin-6-yl)pyrrolo[2,1-f][1,2,4]triazin-2-amine F[C@H]1[C@H](CN(C1)C)NC1=NN2C(C(=N1)OC)=C(C=C2)C=2C=C1C=CC=NC1=CC2